5'-(4-fluorophenyl)-N-(4-(4-methylpiperazin-1-yl)phenyl)-3'-(2,2,2-trifluoroethyl)-1H,3'H-[2,4'-biimidazole]-4-carboxamide FC1=CC=C(C=C1)C1=C(N(C=N1)CC(F)(F)F)C=1NC=C(N1)C(=O)NC1=CC=C(C=C1)N1CCN(CC1)C